3-(8-(bis(4-methoxybenzyl)amino)-2-((3-methylpyridin-2-yl)methoxy)-5-(pyrimidin-4-yl)-[1,2,4]triazolo[1,5-a]pyrazin-6-yl)benzonitrile COC1=CC=C(CN(C=2C=3N(C(=C(N2)C=2C=C(C#N)C=CC2)C2=NC=NC=C2)N=C(N3)OCC3=NC=CC=C3C)CC3=CC=C(C=C3)OC)C=C1